ethyl 4-(1-(3-fluoro-4-(trifluoromethyl)phenyl)cyclopropyl)-3-methyl-1-(4-methylbenzene-1-sulfonyl)-1H-pyrrole-2-carboxylate FC=1C=C(C=CC1C(F)(F)F)C1(CC1)C=1C(=C(N(C1)S(=O)(=O)C1=CC=C(C=C1)C)C(=O)OCC)C